(4-(3-(methoxy-d3)phenyl)bicyclo[2.2.2]oct-1-yl)carbamic acid tert-butyl ester C(C)(C)(C)OC(NC12CCC(CC1)(CC2)C2=CC(=CC=C2)OC([2H])([2H])[2H])=O